BrC1=CN=CC2=CC=C(C=C12)F 4-bromo-6-fluoro-isoquinoline